CON(CCCC1=CC(=CC=C1)C(F)(F)F)C N-methoxy-N-methyl-3-(3-(trifluoromethyl)phenyl)propanamine